N-[[(tert-butyldimethylsilyl)amino][5-(2-hydroxypropan-2-yl)-1,3-thiazol-2-yl]oxo-λ6-sulfanylidene]-2-[4-(3-hydroxyoxetan-3-yl)-2,6-bis(propan-2-yl)phenyl]acetamide [Si](C)(C)(C(C)(C)C)NS(=NC(CC1=C(C=C(C=C1C(C)C)C1(COC1)O)C(C)C)=O)(=O)C=1SC(=CN1)C(C)(C)O